dibenzo-coronene C1=CC2=CC=C3C=CC4=CC=C5C6=C(C7=C8C(=C1C1=C7C5=C4C3=C21)C=CC=C8)C=CC=C6